2-chloro-4-(methoxymethyl)-6-(2-methyl-2H-1,2,3-triazol-4-yl)pyridine ClC1=NC(=CC(=C1)COC)C1=NN(N=C1)C